6-(1-Cyclopropyl-1H-pyrazol-3-yl)-N-(4-(2-(dimethylamino)ethoxy)pyridin-2-yl)-5-methyl-2-(1-methyl-1H-imidazol-2-yl)pyrrolo[2,1-f][1,2,4]triazin-4-amine C1(CC1)N1N=C(C=C1)C=1C(=C2C(=NC(=NN2C1)C=1N(C=CN1)C)NC1=NC=CC(=C1)OCCN(C)C)C